tert-Butyl 6-oxo-2-oxa-7-azaspiro[3.5]nonane-7-carboxylate O=C1CC2(COC2)CCN1C(=O)OC(C)(C)C